COC(=O)C1=NC(=CC(=C1Cl)N)C1=CC=C2C=CNC2=C1F 4-amino-3-chloro-6-(7-fluoro-1H-indol-6-yl)pyridine-2-carboxylic acid methyl ester